C[C@H]1CC[C@@H](N(C1)C(C(=O)NC1=C2C(=CN=C1)NN=C2)=O)C=2C=CC1=C(N=C(S1)C1CCN(CC1)C1COC1)C2 2-((2R,5S)-5-methyl-2-(2-(1-(oxetan-3-yl)piperidin-4-yl)benzo[d]thiazol-5-yl)piperidin-1-yl)-2-oxo-N-(1H-pyrazolo[3,4-c]pyridin-4-yl)acetamide